(5-chloro-4-(((S)-4-(5-fluoro-2,3-dihydrobenzo[b][1,4]dioxin-6-yl)-2,3-dihydro-1H-inden-1-yl)oxy)-2-((5-(methylsulfonyl)pyridin-3-yl)methoxy)benzyl)-L-serine ClC=1C(=CC(=C(CN[C@@H](CO)C(=O)O)C1)OCC=1C=NC=C(C1)S(=O)(=O)C)O[C@H]1CCC2=C(C=CC=C12)C1=C(C2=C(OCCO2)C=C1)F